(1R,4S)-2-((R)-3-(9H-carbazol-9-yl)-2-hydroxypropyl)-2-azabicyclo[2.2.1]heptan-3-one C1=CC=CC=2C3=CC=CC=C3N(C12)C[C@H](CN1[C@@H]2CC[C@H](C1=O)C2)O